2-hydroxy-5-methoxy-3-(5-(trifluoromethyl)-2H-benzo[d][1,2,3]triazole-2-yl)benzyl methacrylate C(C(=C)C)(=O)OCC1=C(C(=CC(=C1)OC)N1N=C2C(=N1)C=CC(=C2)C(F)(F)F)O